OC=1C=C(OCC(=O)O)C=CC1C(C=CC1=CC(=CC=C1)C=CC1=NC2=CC=CC=C2C=C1)=O 2-[3-Hydroxy-4-[3-[3-(2-quinolin-2-ylethenyl)phenyl]prop-2-enoyl]phenoxy]acetic acid